diethyl 5-norbornene-2,3-dicarboxylate C12C(C(C(C=C1)C2)C(=O)OCC)C(=O)OCC